(methoxymethyl)cyclohexane-1-carboxylate COCOC(=O)C1CCCCC1